C(=O)(O)C1=CC=C(C=C1)CC1(C(=NC2=CC=C(C=C12)S(=O)(=O)[O-])C)C 3-[(4-carboxyphenyl) methyl]-2,3-dimethyl-3H-indole-5-sulfonate